FC(S(=O)(=O)O)(F)F.CC(CCC)CC=1NC(=C(N1)CCCC)CCCC 1-methylbutyl-butylbutylmethyl-imidazole trifluoromethanesulfonate